2-((2,6-dimethylphenyl)amino)-N,N-diethyl-N-(2-((2-(4-isobutylphenyl)propanoyl)oxy)ethyl)-2-oxoethan-1-aminium CC1=C(C(=CC=C1)C)NC(C[N+](CCOC(C(C)C1=CC=C(C=C1)CC(C)C)=O)(CC)CC)=O